COC(C(C(C1=CC=C(C=C1)O)=CC1=C(C=CC(=C1)Br)O)N)=O (5-Bromo-2-hydroxy-benzylidene)-amino-3-(4-hydroxyphenyl)-propionic acid methyl ester